7-bromo-3-(((1,4-dihydroquinazolin-2-yl)thio)methyl)-5H-thiazolo[2,3-b]quinazoline BrC=1C=C2CN3C(=NC2=CC1)SC=C3CSC=3NC1=CC=CC=C1CN3